6-(naphthalen-2-yl)-4-oxo-3-(trifluoromethyl)-4,5-dihydropyrazolo[1,5-a]pyrazine-2-carboxamide hydrochloride Cl.C1=C(C=CC2=CC=CC=C12)C=1NC(C=2N(C1)N=C(C2C(F)(F)F)C(=O)N)=O